N1C=CC=C2C1=CC=C2 cyclopentapyridin